OC1=NC2=CC=C(C=C2N=C1O)S(=O)(=O)O 2,3-dihydroxyquinoxaline-6-sulfonic acid